1-(benzothiophen-5-yl)-N-methylpropan-2-amine S1C=CC2=C1C=CC(=C2)CC(C)NC